5-hydroxypyridine OC=1C=CC=NC1